4-(6-chloro-8-fluoro-4-(3-fluoroazepan-1-yl)-2-(((2R,7aS)-2-fluorotetra-hydro-1H-pyrrolizin-7a(5H)-yl)methoxy)quinazolin-7-yl)-7-fluorobenzo-[d]thiazol-2-amine ClC=1C=C2C(=NC(=NC2=C(C1C1=CC=C(C2=C1N=C(S2)N)F)F)OC[C@]21CCCN1C[C@@H](C2)F)N2CC(CCCC2)F